bis(2,4,6-trifluorophenyl)thiourea FC1=C(C(=CC(=C1)F)F)NC(NC1=C(C=C(C=C1F)F)F)=S